4-phenyl-piperidine-3-carboxamide C1(=CC=CC=C1)C1C(CNCC1)C(=O)N